(E)-1-[3-(2-hydroxyphenyl)-2-propenyl]piperidine rac-tert-butyl-(1R,2R,4S)-2-(3-(3-chlorophenyl)isoxazole-5-carboxamido)-7-azabicyclo[2.2.1]heptane-7-carboxylate C(C)(C)(C)OC(=O)N1[C@H]2[C@@H](C[C@@H]1CC2)NC(=O)C2=CC(=NO2)C2=CC(=CC=C2)Cl.OC2=C(C=CC=C2)/C=C/CN2CCCCC2 |r|